(S)-2-((7-fluoro-2-methylquinazolin-4-yl)amino)-4-(((S)-2-fluoro-3-methoxypropyl)(4-(5,6,7,8-tetrahydro-1,8-naphthyridin-2-yl)butyl)amino)butanoic acid FC1=CC=C2C(=NC(=NC2=C1)C)N[C@H](C(=O)O)CCN(CCCCC1=NC=2NCCCC2C=C1)C[C@@H](COC)F